N-(5-Fluoro-2-methoxy-4-(4-methylpiperazin-1-yl)phenyl)-7-phenethyl-7H-pyrrolo[2,3-d]pyrimidin-2-amine FC=1C(=CC(=C(C1)NC=1N=CC2=C(N1)N(C=C2)CCC2=CC=CC=C2)OC)N2CCN(CC2)C